The molecule is a beta-D-glucoside that is the 2-aminoethyl glycoside of a disaccharide consisting of beta-D-glucosyl and beta-D-glucuronosyl residues linked (1->4). It is a beta-D-glucoside and a disaccharide derivative. C(CO[C@H]1[C@@H]([C@H]([C@@H]([C@H](O1)C(=O)O)O)O[C@H]2[C@@H]([C@H]([C@@H]([C@H](O2)CO)O)O)O)O)N